C(C)(=O)N1CCC(CC1)NC1=NC=C2N=C(N(C2=N1)C1CCC(CC1)C(=O)N)NC1=C(C=C(C=C1F)Cl)Cl (1s,4s)-4-(2-(1-acetylpiperidin-4-ylamino)-8-(2,4-dichloro-6-fluorophenylamino)-9H-purin-9-yl)cyclohexanecarboxamide